7-Fluoro-4-(3-(methylsulfonyl)phenyl)-2-phenylphthalazin-1(2H)-one FC1=CC=C2C(=NN(C(C2=C1)=O)C1=CC=CC=C1)C1=CC(=CC=C1)S(=O)(=O)C